C(C)(C)(C)OC(=O)N[C@H](C(=O)OC)C[C@@H](C(=O)OC)O dimethyl (2S,4S)-2-(tert-butoxycarbonylamino)-4-hydroxy-pentanedioate